C1=C(C=CC2=CC=CC=C12)C(=O)C1=CC2=CC=CC=C2C=C1 Di(naphthalen-2-yl)methanone